7-(4-fluorophenyl)-1,4-oxazepane-5,5,7-d3 FC1=CC=C(C=C1)C1(CC(NCCO1)([2H])[2H])[2H]